azetidin-1-yl-5-bromo-6-tetradecylpyrimidine N1(CCC1)C1=NC(=C(C=N1)Br)CCCCCCCCCCCCCC